O=C1NC=CC2=CC(=CC=C12)NC(OC(C)(C)C)=O tert-butyl (1-oxo-1,2-dihydroisoquinolin-6-yl)carbamate